C12NCC(CC1)(CC2)C2(CC2)O 1-(2-azabicyclo[2.2.2]octan-4-yl)cyclopropanol